CC1(OB(OC1(C)C)C=1C=NN(C1)C1CCN(CC1)C(=O)OC(C)(C)C)C tert-Butyl 4-(4-(4,4,5,5-tetramethyl-1,3,2-dioxaborolan-2-yl)-1H-pyrazol-1-yl)piperidine-1-carboxylate